C(C)(C)(C)OC(N(C)C1CN(CCC1)C=1C=NC=CC1C1=CC(=C(C=C1)CN)C)=O (1-(4-(4-(aminomethyl)-3-methylphenyl)pyridin-3-yl)piperidin-3-yl)(methyl)carbamic acid tert-butyl ester